ClCCC1=CC=CC2=CC=CC=C12 1-(2-chloroethyl)naphthalene